NC=1C=NC(=CN1)N 3,6-Diaminopyrazine